N-({(5R)-3-[2-Fluoro-4'-(1-methylazetidine-3-sulfonyl)[1,1'-biphenyl]-4-yl]-4,5-dihydro-1,2-oxazol-5-yl}methyl)methanesulfonamide FC1=C(C=CC(=C1)C1=NO[C@H](C1)CNS(=O)(=O)C)C1=CC=C(C=C1)S(=O)(=O)C1CN(C1)C